n-Hexylmercaptan CCCCCCS